C(C)(C)C1=C(C=CC=C1)[C@@H]1CN(CCN1)CC1=NC=C(C=C1)OC (R)-3-(2-isopropylphenyl)-1-((5-methoxypyridin-2-yl)methyl)piperazine